CC1=C(C(=CC(=C1)C)[N+](=O)[O-])NC(C1=C(C=C(C(=C1)F)N1N=C(N(C1=O)C)CC)O[C@@H](C)CCC)=O N-(2,4-dimethyl-6-nitrophenyl)-4-(3-ethyl-4-methyl-5-oxo-4,5-dihydro-1H-1,2,4-triazol-1-yl)-5-fluoro-2-[(2S)-pent-2-yloxy]benzamide